C(#N)[C@]1(CC12CC2)C=2C=C1C=C(N=CC1=CC2)NC(=O)[C@H]2[C@H]([C@@H]2C=2C=NN(C2)C)C (1S,2S,3S)-N-(6-((S)-1-cyanospiro[2.2]pentan-1-yl)isoquinolin-3-yl)-2-methyl-3-(1-methyl-1H-pyrazol-4-yl)cyclopropane-1-carboxamide